C(#N)C1=CC(=C(C=C1)C1=CC(=C(C=C1)F)NC(=O)C=1C(N(C=C(C1)CNCC(C)C)CC(F)(F)F)=O)C1=NN=CN1C N-(4'-Cyano-4-fluoro-2'-(4-methyl-4H-1,2,4-triazol-3-yl)-[1,1'-biphenyl]-3-yl)-5-((isobutylamino)methyl)-2-oxo-1-(2,2,2-trifluoroethyl)-1,2-dihydropyridine-3-carboxamide